N(=NC(=O)OC1=CC=C(C=C1)Cl)C(=O)OC1=CC=C(C=C1)Cl bis(4-chlorophenyl) diazene-1,2-dicarboxylate